4,10-dioxatricyclo[6.3.1.02,7]dodecane-3,5,9,11-tetraon C12C3C(OC(CC3C(C(OC1=O)=O)C2)=O)=O